C1(CCCCC1)CN1C(N(N=C1CC1=C(C=CC=C1)F)C)=O 4-(cyclohexylmethyl)-5-(2-fluorobenzyl)-2-methyl-2,4-dihydro-3H-1,2,4-triazol-3-one